C(C#C)OC1OCCCC1 2-(2-Propyn-1-yloxy)tetrahydro-2H-pyran